6-[4-(3-hydroxy-isoxazol-5-yl)-3-methoxy-phenyl]-pyrimidin OC1=NOC(=C1)C1=C(C=C(C=C1)C1=CC=NC=N1)OC